6-(4-(2-chlorooxazol-5-yl)phenyl)-7-methyl-5-(4-((4-methylpyrimidin-2-yl)oxy)phenyl)-7H-pyrrolo[2,3-d]pyrimidin-4-amine ClC=1OC(=CN1)C1=CC=C(C=C1)C1=C(C2=C(N=CN=C2N)N1C)C1=CC=C(C=C1)OC1=NC=CC(=N1)C